C(C(=C)C)(=O)OCCC(F)(F)F 3,3,3-trifluoropropyl methacrylate